CC1([C@@H](N[C@H](S1)C(C(=O)NCCCC[C@H](C(=O)O)N)NC(=O)CC2=CC=CC=C2)C(=O)O)C The molecule is a polypeptide in which the epsilon-amino group of each L-lysine residue in poly-L-lysine is substituted with a benzylpenicilloyl group. It derives from a poly(L-lysine) macromolecule.